CC1=C(C(=C2C=NNC2=C1)C1=CC=C2C(=NC=NC2=C1)N1C[C@@]2(CC[C@H](C1)N2)C)C(F)(F)F 7-(6-methyl-5-(trifluoromethyl)-1H-indazol-4-yl)-4-((1S,5R)-1-methyl-3,8-diazabicyclo[3.2.1]octan-3-yl)quinazoline